N-(2-butyl-octyl)-5-methyl-2-furamide C(CCC)C(CNC(=O)C=1OC(=CC1)C)CCCCCC